methyl β-vinylphenylpropionate C(=C)CC(C(=O)OC)C1=CC=CC=C1